2-[5-(1,4-dioxaspiro[4.5]decan-8-yl)-1-isopropyl-1,2,4-triazol-3-yl]-6-(trifluoromethyl)pyridine O1CCOC12CCC(CC2)C2=NC(=NN2C(C)C)C2=NC(=CC=C2)C(F)(F)F